C(C1=CC=CC=C1)OC(=O)NCC1=C(N=NN1C)C1=CC=C(C(=N1)C)O[C@@H]1C[C@](CCC1)(C(=O)OC(C)C)F |r| (±)-Cis-isopropyl 3-((6-(5-((((benzyloxy)carbonyl)amino)methyl)-1-methyl-1H-1,2,3-triazol-4-yl)-2-methylpyridin-3-yl)oxy)-1-fluorocyclohexanecarboxylate